(3aR,5R,6R,6aR)-5-((R)-2,2-dimethyl-1,3-dioxolan-4-yl)-2,2-dimethyltetrahydrofuran CC1(OC[C@@H](O1)[C@H]1CCC(O1)(C)C)C